tert-butyl 7-chloro-4-(hydroxymethyl)-5-methoxy-1H-indole-1-carboxylate ClC=1C=C(C(=C2C=CN(C12)C(=O)OC(C)(C)C)CO)OC